2,3-bis(triethylsilyloxycarbonyl)-5-norbornene C(C)[Si](OC(=O)C1C2C=CC(C1C(=O)O[Si](CC)(CC)CC)C2)(CC)CC